ClC1=C(C=C(C=C1)C1=C(N=C(O1)C1=NC(=CC(=C1)C)C)N1C(N=C(C=C1)N1CC2(CC2)C1)=O)F 1-(5-(4-Chloro-3-fluorophenyl)-2-(4,6-dimethylpyridin-2-yl)oxazol-4-yl)-4-(5-azaspiro[2.3]hexan-5-yl)pyrimidin-2(1H)-one